C(C)(=O)N1[C@H]([C@@H]([C@H](C2=CC(=CC=C12)C(=O)N)NC1=CC(=C(C=C1)F)F)C)C1CC1 (2S,3R,4R)-1-acetyl-2-cyclopropyl-4-((3,4-difluorophenyl)amino)-3-methyl-1,2,3,4-tetrahydroquinoline-6-carboxamide